BrC=1C=NC=NC1C1CC1 5-bromo-6-cyclopropyl-pyrimidin